cis-N-(4-chloro-3-(1-methyl-1H-1,2,4-triazol-3-yl)phenyl)-1-(2-(2-methoxyacetyl)hydrazinecarbonyl)-3-methyl-7-azabicyclo[4.1.1]octane-7-carboxamide ClC1=C(C=C(C=C1)NC(=O)N1C2CCC(CC1(C2)C(=O)NNC(COC)=O)C)C2=NN(C=N2)C